Cl.CN1CCC(CC1)C1=CC=2N=C(N=C(C2O1)N1CCOCC1)NC1=CC(=NN1)C1=CC=NC=C1 6-(1-methylpiperidin-4-yl)-4-morpholino-N-(3-(pyridin-4-yl)-1H-pyrazol-5-yl)furo[3,2-d]pyrimidin-2-amine hydrochloride